FC(C(C(F)(F)F)C1=CC=C(OC2=NC=C(C(=O)OCC)C=C2)C=C1)(F)F ethyl 6-(4-(1,1,1,3,3,3-hexafluoropropan-2-yl)phenoxy)nicotinate